FC(C=1C=C(C=C(C1)C(F)(F)F)C(O)([C@@H]1NCCC1)C1=CC(=CC(=C1)C(F)(F)F)C(F)(F)F)(F)F (R)-α,α-bis[3,5-bis(trifluoromethyl)phenyl]-2-pyrrolidinemethanol